C1(CCCCC1)OC1=NC(=NC(=C1)C1CCCCC1)NS(=O)(=O)C=1C=NN(C1)C N-[4-(cyclohexoxy)-6-cyclohexyl-pyrimidin-2-yl]-1-methyl-pyrazole-4-sulfonamide